(1H-imidazol-2-yl)piperidine hydrochloride salt Cl.N1C(=NC=C1)N1CCCCC1